1,3,5-tris(4'-hydroxyphenyl)benzene OC1=CC=C(C=C1)C1=CC(=CC(=C1)C1=CC=C(C=C1)O)C1=CC=C(C=C1)O